NC=1N=NC(=CC1N1N=CC(=C1)N1CCN(CC1)C1CCC(CC1)C1=CC=CC=2N(CCOC21)[C@H]2C(NC(CC2)=O)=O)C2=C(C=CC=C2)O (3R)-3-[8-[4-[4-[1-[3-amino-6-(2-hydroxyphenyl)pyridazin-4-yl]pyrazol-4-yl]piperazin-1-yl]cyclohexyl]-2,3-dihydro-1,4-benzoxazin-4-yl]piperidine-2,6-dione